2-((benzyloxy)methyl)propane-1,3-diyl bis(3-(4-methylcyclohexyl)propanoate) CC1CCC(CC1)CCC(=O)OCC(COC(CCC1CCC(CC1)C)=O)COCC1=CC=CC=C1